C(C)(C)C1=C(C(=CC=C1)C(C)C)[Mo] 2,6-diisopropylphenyl-molybdenum